CC1N(CC(CC1C=1C=NNC1)C)CC#N 2,5-dimethyl-3-(1H-pyrazol-4-yl)piperidineAcetnitrile